(6R,8aS)-6-[8-Amino-1-(4-{(1R)-1-hydroxy-1-[3-(trifluoromethoxy)phenyl]ethyl}phenyl)imidazo-[1,5-a]pyrazin-3-yl]hexahydroindolizin-3(2H)-on NC=1C=2N(C=CN1)C(=NC2C2=CC=C(C=C2)[C@](C)(C2=CC(=CC=C2)OC(F)(F)F)O)[C@H]2CN1C(CC[C@@H]1CC2)=O